N-methyl-2-[2-[6-[3-(6-methyl-2-pyridyl)-1H-pyrazol-4-yl]-1,5-naphthyridin-3-yl]-6,8-dihydro-5H-imidazo[1,2-a]pyrazin-7-yl]ethanamine CNCCN1CC=2N(CC1)C=C(N2)C=2C=NC1=CC=C(N=C1C2)C=2C(=NNC2)C2=NC(=CC=C2)C